1-(4-Bromo-3-chloro-2-fluorophenyl)-4-(2-fluoro-5-methoxy-4-nitrophenyl)piperazine BrC1=C(C(=C(C=C1)N1CCN(CC1)C1=C(C=C(C(=C1)OC)[N+](=O)[O-])F)F)Cl